CC(OC)(OC)C dimethylmethylal